1-(1-methyl-vinyl)naphthalene 2-hydroxyethyl-12-hydroxystearate (2-hydroxyethoxyl-12-hydroxyoctadecanoate) OCCOC(C(=O)O)CCCCCCCCCC(CCCCCC)O.OCCOC(CCCCCCCCCCC(CCCCCC)O)=O.CC(=C)C1=CC=CC2=CC=CC=C12